10-(1,3-benzodioxol-5-yl)-6-butyl-3,8-dioxo-2-phenyl-1-(2-thienyl)-4-oxa-2,7,9-triazadodecan-12-oate O1COC2=C1C=CC(=C2)C(NC(NC(COC(N(CC=2SC=CC2)C2=CC=CC=C2)=O)CCCC)=O)CC(=O)[O-]